6-[6-[4-[2-(aminomethyl)-3,3-difluoro-allyl]-5-oxo-tetrazol-1-yl]-5-Methyl-2-pyridinyl]-8-methyl-3,4-dihydro-1H-quinolin-2-one trifluoroacetate FC(C(=O)O)(F)F.NCC(CN1N=NN(C1=O)C1=C(C=CC(=N1)C=1C=C2CCC(NC2=C(C1)C)=O)C)=C(F)F